[1,2,4]triazolo[1,5-c]pyrimidin N=1C=NN2C=NC=CC21